[(2R,3R)-1-benzyl-2-methylpyrrolidin-3-yl]-5-chloro-2-methoxy-4-(methylamino)benzamide C(C1=CC=CC=C1)N1[C@@H]([C@H](CC1)C=1C(=C(C(=O)N)C=C(C1NC)Cl)OC)C